(3R)-3-(4-Chlorophenyl)-2-[(5-chloropyridin-2-yl)methyl]-4-fluoro-6-[1-(4-fluoropiperidin-4-yl)-1-hydroxypropyl]-3-[(2R)-2-hydroxypropoxy]-2,3-dihydro-1H-isoindol-1-on ClC1=CC=C(C=C1)[C@@]1(N(C(C2=CC(=CC(=C12)F)C(CC)(O)C1(CCNCC1)F)=O)CC1=NC=C(C=C1)Cl)OC[C@@H](C)O